3-hydroxy-propionic acid gadolinium [Gd].OCCC(=O)O